(2-methoxyphenyl)-1-methyl-3-(4-(1-methyl-4-(trifluoromethyl)-1H-imidazol-2-yl)benzyl)-1H-pyrazolo[4,3-d]pyrimidine COC1=C(C=CC=C1)C=1N=CC2=C(N1)C(=NN2C)CC2=CC=C(C=C2)C=2N(C=C(N2)C(F)(F)F)C